(4-(hydroxymethyl)cyclohexyl)-1H-pyrazole-4-carboxylic acid tert-butyl ester C(C)(C)(C)OC(=O)C=1C=NN(C1)C1CCC(CC1)CO